2-(cyclopropyl((6-fluoro-4-oxo-3,4-dihydroquinazolin-2-yl)methyl)amino)-N-methylacetamide C1(CC1)N(CC(=O)NC)CC1=NC2=CC=C(C=C2C(N1)=O)F